C1=NC2=C(N1[C@H]3[C@@H]([C@@H]([C@H](O3)COP(=O)(O)OP(=O)(O)O)O)O)N=C(NC2=O)N Guanosindiphosphat